C(C)OC([C@@H](N(C(C(=O)O)=O)C(C(=O)O)=O)C)=O N,N-bisoxalyl-alanine ethyl ester